N-((S)-1-(4,4-difluorocyclohexyl)-2-oxo-2-((4-((R)-1-((S)-2-oxo-4-(trifluoromethyl)imidazolidin-1-yl)propyl)pyridin-2-yl)amino)ethyl)-4-methyl-1,2,5-oxadiazole-3-carboxamide FC1(CCC(CC1)[C@@H](C(NC1=NC=CC(=C1)[C@@H](CC)N1C(N[C@@H](C1)C(F)(F)F)=O)=O)NC(=O)C1=NON=C1C)F